OC1=C(C=CC(=C1)C1=NC=CN=C1OC1=CC=C(C=C1)C(F)(F)F)S(=O)(=O)NC 2-hydroxy-N-methyl-4-(3-(4-(trifluoromethyl)phenoxy)pyrazin-2-yl)benzenesulfonamide